C[C@H]1O[C@@H]1C |o1:1,3| Rel-(2R,3R)-2,3-dimethyloxirane